methyl 4-(1-isopropyl-4-(trifluoromethyl)-1H-imidazol-2-yl)benzoate C(C)(C)N1C(=NC(=C1)C(F)(F)F)C1=CC=C(C(=O)OC)C=C1